3-((4-(heptyloxy)phenyl)sulfonyl)-6-(methylsulfinyl)-4-(4-(2-(piperidin-1-yl)ethyl)piperazin-1-yl)quinoline C(CCCCCC)OC1=CC=C(C=C1)S(=O)(=O)C=1C=NC2=CC=C(C=C2C1N1CCN(CC1)CCN1CCCCC1)S(=O)C